N1=CC=CC=C1 [3,5-1H]pyridine